FC(COC1=CC=CC(=N1)C1(CC1)N)(F)F 1-(6-(2,2,2-trifluoroethoxy)pyridin-2-yl)cyclopropan-1-amine